F[B-](F)(F)F.COC1=NC(=NC(=N1)OC)[N+]1(CCOCC1)C 4-(4,6-dimethoxy-1,3,5-triazin-2-yl)-4-methylmorpholin-4-ium tetrafluoroborate